ClC=1C=CC(=C(C1)C1=NN(C=C1NC(=O)C=1C=NN2C1N=CC=C2)CC=C2CCC(CC2)=O)OC(F)F N-[3-[5-chloro-2-(difluoromethoxy)phenyl]-1-[2-(4-oxocyclohexylidene)ethyl]-1H-pyrazol-4-yl]Pyrazolo[1,5-a]Pyrimidine-3-carboxamide